N(=[N+]=[N-])CC(CC1CCN(CC1)C(=O)OC(C)(C)C)C tert-butyl 4-(3-azido-2-methyl-propyl)piperidine-1-carboxylate